tert-butyl 6-formyl-1,3-dihydro-2H-pyrrolo[3,4-c]pyridine-2-carboxylate C(=O)C1=CC2=C(C=N1)CN(C2)C(=O)OC(C)(C)C